C(C)(C)(C)OC(=O)N1CCC(CC1)(C#CC=1C=NC(=CC1)OC)O 4-hydroxy-4-((6-methoxypyridin-3-yl)ethynyl)piperidine-1-carboxylic acid tert-butyl ester